The molecule is a cholestanoid consisting of cholestane having a double bond at the 5,6-position as well as a 3beta-hydroxy group. It has a role as a human metabolite, a mouse metabolite, a Daphnia galeata metabolite and an algal metabolite. It is a 3beta-sterol, a cholestanoid, a C27-steroid and a 3beta-hydroxy-Delta(5)-steroid. C[C@H](CCCC(C)C)[C@H]1CC[C@@H]2[C@@]1(CC[C@H]3[C@H]2CC=C4[C@@]3(CC[C@@H](C4)O)C)C